N-methyl-1-(4-(methylsulfonyl)-1,4-oxazepan-2-yl)methanamine CNCC1OCCCN(C1)S(=O)(=O)C